(5-bromo-2,3-dihydro-1H-inden-2-yl)carbamic acid tert-butyl ester C(C)(C)(C)OC(NC1CC2=CC=C(C=C2C1)Br)=O